FC(OC1=CC=C(C=N1)C1=CN=CC(=N1)C(=O)N/N=C/C=1C(=NC=C(C1)C(C)O)F)F (E)-6-(6-(difluoromethoxy)pyridin-3-yl)-N'-((2-fluoro-5-(1-hydroxyethyl)pyridin-3-yl)methylene)pyrazine-2-carbohydrazide